6-bromo-3-fluoro-8-[(2R)-2-(trifluoromethyl)azetidin-1-yl]imidazo[1,2-a]pyrazine BrC=1N=C(C=2N(C1)C(=CN2)F)N2[C@H](CC2)C(F)(F)F